C(C)(C)C1=C(SC=2C1=NC=CC2C2=C(C(=CC(=C2)F)F)F)C(=O)O 3-isopropyl-7-(2,3,5-trifluorophenyl)thieno[3,2-b]pyridine-2-carboxylic acid